N-isopropyl-1,4-diaminopentane C(C)(C)NCCCC(C)N